CC(C)(C)OC(=O)N1CC(C1)(C(=O)NCC=C)O 3-hydroxy-3-[(prop-2-en-1-ylamino)carbonyl]azetidine-1-carboxylic acid 1,1-dimethylethyl ester